Vinylacridin C(=C)C1=CC=CC2=NC3=CC=CC=C3C=C12